[Cl-].C(CCCCCCC)[N+]1(CCN(CC1)C)C 1-octyl-1,4-dimethyl-piperazinium chloride